BrC1=C2CN(CC2=C(C(=C1OCCCOC=1C=C2CN(CC2=CC1OC)C(C[C@@H](C(=O)O)C)=O)OC)F)C(C[C@H](C)C(=O)O)=O (S)-4-(5-(3-((4-bromo-2-((S)-3-carboxybutanoyl)-7-fluoro-6-methoxyisoindolin-5-yl)oxy)propoxy)-6-methoxyisoindolin-2-yl)-2-methyl-4-oxobutanoic acid